ClC1=CC=C(C=C1)C12C(OCC(N1)=O)CCCC2 4a-(4-Chlorophenyl)hexahydro-2H-benzo[b][1,4]oxazin-3(4H)-one